Cl.FC1=C(C=CC(=C1)N1CCNCC1)C1=C(N=C2N1C=C(C(=C2)OC)C(=O)N)C (2-fluoro-4-(piperazin-1-yl)phenyl)-7-methoxy-2-methylimidazo[1,2-a]pyridine-6-carboxamide hydrogen chloride